(3-benzyl-3-(1-(4-fluorophenyl)-6-methyl-1H-indazol-5-yl)pyrrolidin-1-yl)(2-(trifluoromethyl)thiazol-4-yl)methanone C(C1=CC=CC=C1)C1(CN(CC1)C(=O)C=1N=C(SC1)C(F)(F)F)C=1C=C2C=NN(C2=CC1C)C1=CC=C(C=C1)F